(S)-N-(8,9-difluoro-6-oxo-1,4,5,6-tetrahydro-2H-pyrano[3,4-c]isoquinolin-1-yl)-N-methyl-6-oxo-5-(trifluoromethyl)-1,6-dihydropyridine-3-carboxamide FC=1C(=CC=2C3=C(NC(C2C1)=O)COC[C@H]3N(C(=O)C3=CNC(C(=C3)C(F)(F)F)=O)C)F